4-epoxyphenoxybenzene O(C1=C2C(=CC=C1)O2)C2=CC=CC=C2